C(C\C=C/CC)C(C(=O)O)CC.C(CCC)(=O)O 3-CIS-BUTYRATE ((Z)-hex-3-en-1-yl butyrate)